Methyl (2S,3R)-3-hydroxy-2-(4-((4-propylphenyl)ethynyl)benzamido)butanoate O[C@@H]([C@@H](C(=O)OC)NC(C1=CC=C(C=C1)C#CC1=CC=C(C=C1)CCC)=O)C